FC(C(C(F)(F)F)(C(F)(F)F)O)(F)F perfluoro(t-butyl) alcohol